dinonyl octanedioate C(CCCCCCC(=O)OCCCCCCCCC)(=O)OCCCCCCCCC